FC1(CCC(CC1)N1N=C(C2=C1SC(=C2)C(=O)NC2CCC(CC2)N2CC(C2)OC(F)F)C)F 1-(4,4-difluorocyclohexyl)-N-((1r,4r)-4-(3-(difluoromethoxy)azetidin-1-yl)cyclohexyl)-3-methyl-1H-thieno[2,3-c]pyrazole-5-carboxamide